C(#N)C1=CC=C(C=N1)NC1=NC=C(C(=O)OC)C=C1[N+](=O)[O-] methyl 6-((6-cyanopyridin-3-yl)amino)-5-nitronicotinate